(+)-(4R,5S,6S)-6-[(1R)-1-hydroxyethyl]-4-methyl-7-oxo-3-[[(3S,5S)-5-[(aminosulfonylamino)-methyl]-3-pyrrolidinyl]thio]-1-azabicyclo[3.2.0]hept-2-ene-2-carboxylic acid monohydrate O.O[C@H](C)[C@@H]1[C@H]2[C@H](C(=C(N2C1=O)C(=O)O)S[C@@H]1CN[C@@H](C1)CNS(=O)(=O)N)C